5-Bromo-3-fluoro-2-methoxyisonicotinic Acid BrC1=CN=C(C(=C1C(=O)O)F)OC